C1(CCCCC1)P(C1=C(C=C(C=C1C(C)C)C(C)C)C(C)C)C1CCCCC1 dicyclohexyl-[2,4,6-tris(1-methylethyl)phenyl]phosphine